C(#N)CC1CCC(CC1)N1C(=NC=2C1=C1C(=NC2)N(C=C1)S(=O)(=O)C1=CC=CC=C1)CC(=O)NC[Si](C)(C)C 2-(1-((1r,4r)-4-(cyanomethyl)cyclohexyl)-6-(benzenesulfonyl)-1,6-dihydroimidazo[4,5-d]Pyrrolo[2,3-b]Pyridin-2-yl)-N-((trimethylsilyl)methyl)acetamide